C1(CCCCC1)C1(CC(CC(C1)N)N)C1CCCCC1 3,3-dicyclohexyl-1,5-diaminocyclohexane